C(C)[C@@H]1COCC(N1C1=CC(=CC(=N1)C1=CC=C2C(=N1)C=C(N2)CN(C(OC(C)(C)C)=O)C)CS(=O)(=O)C)=O tert-butyl (R)-((5-(6-(3-ethyl-5-oxomorpholino)-4-((methylsulfonyl)methyl)pyridin-2-yl)-1H-pyrrolo[3,2-b]pyridin-2-yl)methyl)(methyl)carbamate